C(C)NC(CN1N=C(C=CC1=O)C1=NC(=NO1)C=1C=NC=CC1)=O N-ethyl-2-[6-oxo-3-[3-(pyridin-3-yl)-1,2,4-oxadiazol-5-yl]pyridazin-1-yl]acetamide